7-(5-((3-fluoro-1H-indazol-5-yl)(2,2,6,6-tetramethyltetrahydro-4H-pyran-4-ylmethylene)methyl)pyridin-2-yl)-2,7-diazaspiro[3.5]nonane FC1=NNC2=CC=C(C=C12)C(C=1C=CC(=NC1)N1CCC2(CNC2)CC1)=CC1CC(OC(C1)(C)C)(C)C